F[P-](F)(F)(F)(F)F.C1(=CC=CC=C1)[S+](C1=CC=C(C=C1)F)C1=CC=C(C=C1)F phenyl-di-(4-fluorophenyl)sulfonium hexafluorophosphate